O=C1NC=CC=2C(=CC=CC12)C(=O)OC Methyl 1-oxo-1,2-dihydroisoquinoline-5-carboxylate